N[C@@H]1C=C[C@@H](C1)C(=O)O (1R,4S)-4-AMINOCYCLOPENT-2-ENECARBOXYLIC ACID